3-(4-bromophenyl)-1-(4-methoxybenzyl)-piperidine BrC1=CC=C(C=C1)C1CN(CCC1)CC1=CC=C(C=C1)OC